hydroxy (methyl)-2,3-dihydro-1H-isoindole-2-carboxylate CC1N(CC2=CC=CC=C12)C(=O)OO